FC1=C(C(=CC=C1)F)C1=NC=2N(C(=N1)NC1=CC=C(C=C1)N1CCOCC1)N=CC2 2-(2,6-difluorophenyl)-N-(4-morpholinophenyl)pyrazolo[1,5-a][1,3,5]triazin-4-amine